FC1=C(C(=C(C(=C1F)F)F)F)[B-](C1=C(C(=C(C(=C1F)F)F)F)F)(C1=C(C(=C(C(=C1F)F)F)F)F)C1=C(C(=C(C(=C1F)F)F)F)F.C(CCCCCCCCCCCCCCCCC)[NH+](CCCCCCCCCC)C1=C(C=CC=C1)C N-octadecyl-N-decyl-tolylammonium [tetrakis(perfluorophenyl) borate]